[2-[4-[6-(dimethylamino)pyridin-3-yl]phenyl]-1,3-benzothiazol-6-yl]3-[2-[[2-[2,6-bis(oxidanylidene)piperidin-3-yl]-1-oxidanylidene-3H-isoindol-5-yl]oxy]ethoxy]propanoate CN(C1=CC=C(C=N1)C1=CC=C(C=C1)C=1SC2=C(N1)C=CC(=C2)OC(CCOCCOC=2C=C1CN(C(C1=CC2)=O)C2C(NC(CC2)=O)=O)=O)C